NCC(=O)OC1CCC2(C3CCC4(C(CCC4C3CC=C2C1)[C@H](C)CCCC(C)C)C)C 10,13-dimethyl-17-((R)-6-methylheptan-2-yl)-2,3,4,7,8,9,10,11,12,13,14,15,16,17-tetradecahydro-1H-cyclopenta[a]phenanthren-3-yl 2-aminoacetate